[Na+].[Na+].[Na+].[N-3].[K] potassium-sodium nitride